FC1=C2C(=NC=NC2=CC=C1N1C(C(CC1)=C)=O)NC1=CC(=C(C=C1)OC1=CC=2N(C=C1)N=CN2)C 1-[5-fluoro-4-[(3-methyl-4-[[1,2,4]triazolo[1,5-a]pyridin-7-yloxy]phenyl)amino]quinazolin-6-yl]-3-methylidenepyrrolidin-2-one